C(#N)CN1N=C(C(=C1)C1=CN=C2N1C=CN=C2NC2=CC(=C(C(=O)NCCNC(=O)C1CCNCC1)C=C2)CC)C(F)(F)F N-(2-(4-((3-(1-(cyanomethyl)-3-(trifluoromethyl)-1H-pyrazol-4-yl)imidazo[1,2-a]pyrazin-8-yl)amino)-2-ethylbenzamido)ethyl)piperidine-4-carboxamide